COC1=C(C=C(C=N1)B(O)O)NS(=O)(=O)C (6-methoxy-5-(methylsulfonamido)pyridin-3-yl)boronic acid